2-((4-(7-((1-((3-acryloylaminoazetidin-1-yl)sulfonyl)piperidin-4-yl)methyl)-2,7-diazaspiro[3.5]nonan-2-yl)pyrimidin-5-yl)oxy)-5-fluoro-N,N-diisopropylbenzamide C(C=C)(=O)NC1CN(C1)S(=O)(=O)N1CCC(CC1)CN1CCC2(CN(C2)C2=NC=NC=C2OC2=C(C(=O)N(C(C)C)C(C)C)C=C(C=C2)F)CC1